magnesium vanadium phosphate fluoride [F-].P(=O)([O-])([O-])[O-].[V+5].[Mg+2]